C(C)OC(CN1N=C(C=2C(=CC=CC12)C1=C(C=C2C=NN(C2=C1)C)F)C1CC2(CN(C2)C(=O)OC(C)(C)C)C1)=O tert-butyl 6-[1-(2-ethoxy-2-oxoethyl)-5'-fluoro-1'-methyl-[4,6'-biindazol]-3-yl]-2-azaspiro[3.3]heptane-2-carboxylate